di(phenylheptyl) carbonate C(OCCCCCCCC1=CC=CC=C1)(OCCCCCCCC1=CC=CC=C1)=O